benzyl (3S)-3-(3-fluoropyrrolidin-1-yl)piperidine-1-carboxylate FC1CN(CC1)[C@@H]1CN(CCC1)C(=O)OCC1=CC=CC=C1